C1CC12CCC(CC2)OC=2N=NNC2 4-(spiro[2.5]octan-6-yloxy)-1H-1,2,3-triazole